azidopropyl-carbonylimidazole N(=[N+]=[N-])CCCC(=O)C=1NC=CN1